bis(dimethylamino)methyl-(4-isopropenylphenyl)silane CN(C)C(N(C)C)[SiH2]C1=CC=C(C=C1)C(=C)C